N-dodecyl-N-decyl-toluidine ammonium [tetrakis(perfluorophenyl)borate] FC1=C(C(=C(C(=C1F)F)F)F)[B-](C1=C(C(=C(C(=C1F)F)F)F)F)(C1=C(C(=C(C(=C1F)F)F)F)F)C1=C(C(=C(C(=C1F)F)F)F)F.[NH4+].C(CCCCCCCCCCC)N(C=1C(=CC=CC1)C)CCCCCCCCCC